FC1=C(C(=CC=C1)O)C1=CC=C(C=C1)S(=O)(=O)NCCN1CCC(CC1)CN1N=NC(=C1)C1=C(NC2=CC=C(C=C12)F)CO 2'-Fluoro-N-(2-(4-((4-(5-fluoro-2-(hydroxymethyl)-1H-indol-3-yl)-1H-1,2,3-triazol-1-yl)methyl)piperidin-1-yl)ethyl)-6'-hydroxy-[1,1'-biphenyl]-4-sulfonamid